tert-Butyl 4-(2-(4-((2-cyanopropan-2-yl)amino)-2-isopropylphenoxy)ethyl)piperidine-1-carboxylate C(#N)C(C)(C)NC1=CC(=C(OCCC2CCN(CC2)C(=O)OC(C)(C)C)C=C1)C(C)C